6-Amino-1,3-dimethyl-5-[(2-pyridinylthio)acetyl]-2,4(1H,3H)-pyrimidinedione NC1=C(C(N(C(N1C)=O)C)=O)C(CSC1=NC=CC=C1)=O